N-[2,4-difluoro-3-([[3-methyl-4-(pyridin-2-yl)-1H-pyrazolo[3,4-b]pyridin-5-yl]oxy]methyl)phenyl]-5-fluoro-2-methoxypyridine-3-sulfonamide FC1=C(C=CC(=C1COC=1C(=C2C(=NC1)NN=C2C)C2=NC=CC=C2)F)NS(=O)(=O)C=2C(=NC=C(C2)F)OC